BrC1=CC=C(C=C1)[C@@H](NC1=CC=C(C=C1)C(F)(F)F)C1=NN=NN1C(C)(C)C (R)-N-((4-bromophenyl)(1-(tert-butyl)-1H-tetrazol-5-yl)methyl)-4-(trifluoromethyl)aniline